C1(CC(CCC1)CC(CC[Si](OC)(OC)OC)NCCC[Si](OC)(OC)OC)CC(CC[Si](OC)(OC)OC)NCCC[Si](OC)(OC)OC (cyclohexane-1,3-diylbis(methylene))bis(3-(trimethoxysilyl)-N-(3-(trimethoxysilyl)propyl)propan-1-amine)